ethyl (3S)-3-(4-chloro-1-methyl-1H-benzotriazol-5-yl)-3-[7-(hydroxymethyl)-1-benzothiophen-5-yl]propanoate ClC1=C(C=CC=2N(N=NC21)C)[C@@H](CC(=O)OCC)C=2C=C(C1=C(C=CS1)C2)CO